2-(3-cyanophenyl)-2,2-difluoroacetic acid C(#N)C=1C=C(C=CC1)C(C(=O)O)(F)F